3-fluoro-5-oxo-5,7-dihydrospiro[cyclopenta[b]pyridine-6,4'-piperidine]-1-carboxylate FC1=CC2=C(N(C1)C(=O)[O-])CC1(CCNCC1)C2=O